FC(C(=O)O)(F)F.NC=1C=2N(C=C(N1)C(F)(F)F)C(=CN2)C=2C=C(C=CC2C)S(=O)(=O)NC21CC(C2)(C1)C1=CN=CO1 3-(8-Amino-6-(trifluoromethyl)imidazo[1,2-a]pyrazin-3-yl)-4-methyl-N-(3-(oxazol-5-yl)bicyclo[1.1.1]pentan-1-yl)benzenesulfonamide trifluoroacetate salt